ClC1=CC=C(C(=N1)C(=O)N)O[C@H](C)C=1C=C(C=C2C(C(=C(OC12)C=1C=CC2=C(C(OC(N2)=O)(C)C)C1)C)=O)C 6-Chloro-3-[(1R)-1-[2-(4,4-dimethyl-2-oxo-1H-3,1-benzoxazin-6-yl)-3,6-dimethyl-4-oxo-chromen-8-yl]ethoxy]pyridine-2-carboxamide